OCC#CC=1C=C(C(=CC1)C(=O)OC)C(=O)OC 1,2-dimethyl 4-(3-hydroxyprop-1-yn-1-yl)benzene-1,2-dicarboxylate